O=C1N(C(CC1)=O)N([C@@H](C)C(=O)O)C(=O)OCC1C2=CC=CC=C2C=2C=CC=CC12 2,5-Dioxopyrrolidin-1-yl(((9H-fluorene-9-yl)methoxy)carbonyl)-L-alanine